4-fluoro-4-(hydroxymethyl)piperidine-1-carboxylic acid-thiophen-2-ylmethyl ester S1C(=CC=C1)COC(=O)N1CCC(CC1)(CO)F